C(N)(=O)C=1C=C(C=CC1F)B(O)O (3-carbamoyl-4-fluorophenyl)boronic acid